(3S,4R)-4-{[7-(5-tert-butylpyridin-2-yl)-6-chloro-5-fluoropyrrolo[2,1-f][1,2,4]triazin-2-yl]amino}oxan-3-ol C(C)(C)(C)C=1C=CC(=NC1)C1=C(C(=C2C=NC(=NN21)N[C@H]2[C@@H](COCC2)O)F)Cl